C[SiH](OC)OC methyldimethoxy-silan